2-amino-6-hydroxy-6-methyl-2-(2,4,6-trifluoromethylphenyl)cyclohexane-1-one hydrochloride Cl.NC1(C(C(CCC1)(C)O)=O)C1=C(C=C(C=C1CF)CF)CF